2',2''-(propane-1,3-diylbis(oxy))bis(3',5'-dimethyl-3-(3,6-di-tert-butyl-9H-carbazol-9-yl)-5-(2,4,4-trimethylpentan-2-yl)biphenyl-2-ol) hafnium [Hf].C(CCOC1=C(C=C(C=C1C)C)C=1C(=C(C=C(C1)C(C)(CC(C)(C)C)C)N1C2=CC=C(C=C2C=2C=C(C=CC12)C(C)(C)C)C(C)(C)C)O)OC1(C(=CC(=CC1N1C2=CC=C(C=C2C=2C=C(C=CC12)C(C)(C)C)C(C)(C)C)C(C)(CC(C)(C)C)C)C1=CC(=CC(=C1)C)C)O